N1(CCNCC1)C(N)=S piperazine-1-carbothioamide